FC1=C(C=CC(=C1)O)NC(OC(C)(C)C)=O tert-Butyl N-(2-fluoro-4-hydroxy-phenyl)carbamate